(6R)-3-chloro-6-[(2R,4S)-4-[(4-methanesulfonylphenoxy)methyl]-2-methylpyrrolidin-1-yl]-5,6,7,8-tetrahydronaphthalene-1-carbonitrile ClC=1C=C(C=2CC[C@H](CC2C1)N1[C@@H](C[C@@H](C1)COC1=CC=C(C=C1)S(=O)(=O)C)C)C#N